C(C)O[Si](C)(C)CCCNN1C(N=CN=C1S)S 3-(Ethoxydimethylsilylpropylamino)-1,3,5-triazine-2,4-Dithiol